3-(6-Aminopyridin-3-yl)-N-isopentylbenzamide NC1=CC=C(C=N1)C=1C=C(C(=O)NCCC(C)C)C=CC1